2-bromo-5-chlorophenol BrC1=C(C=C(C=C1)Cl)O